N-(p-tolyl)-6-(3,4,5-trimethoxyphenyl)-[1,2,4]triazolo[4,3-a]pyridin-3-amine C1(=CC=C(C=C1)NC1=NN=C2N1C=C(C=C2)C2=CC(=C(C(=C2)OC)OC)OC)C